8-chloro-1-[trans-4-(pyridin-2-yloxy)cyclohexyl]-N-(tetrahydro-2H-pyran-4-yl)-5,6-dihydro-4H-[1,2,4]triazolo[4,3-a][1]benzazepin-5-amine ClC=1C=CC2=C(CC(CC=3N2C(=NN3)[C@@H]3CC[C@H](CC3)OC3=NC=CC=C3)NC3CCOCC3)C1